ClC=1C(=C(C(=C(C1)[C@@H]1[C@@H](O[C@]([C@@H]1C)(C(F)(F)F)C)C(=O)NC1=CC(=NC=C1)C(=O)N)OC)F)F 4-[[(2R,3R,4R,5R)-3-(5-Chloro-3,4-difluoro-2-methoxyphenyl)-4,5-dimethyl-5-(trifluoromethyl)tetrahydrofuran-2-carbonyl]amino]pyridin-2-carboxamid